6-(4-((1H-indazol-5-yl)amino)pyrimidin-2-yl)-N-(1-methyl-piperidin-4-yl)benzo[b]thiophene-2-carboxamide N1N=CC2=CC(=CC=C12)NC1=NC(=NC=C1)C=1C=CC2=C(SC(=C2)C(=O)NC2CCN(CC2)C)C1